FC1(CCC(CC1)NC=1N=CC2=C(N1)NC=C2C=2C=CC1=C(N(N=N1)C)C2)F N-(4,4-difluorocyclohexyl)-5-(1-methyl-1H-benzo[d][1,2,3]triazol-6-yl)-7H-pyrrolo[2,3-d]pyrimidin-2-amine